O=C1C(=NN(C2=CC=CC=C12)C1=CC=CC=C1)C(=O)NC1CCC2=C(NC1=O)C=CC=C2 4-oxo-N-(2-oxo-2,3,4,5-tetrahydro-1H-benzo[b]azepin-3-yl)-1-phenyl-1,4-dihydrocinnoline-3-carboxamide